C(#N)N=S1(CCN(CC1)C[C@H](C)NC(OCC1C2=CC=CC=C2C=2C=CC=CC12)=O)=O (9H-fluoren-9-yl)methyl (S)-(1-(1-(cyanoimino)-1-oxido-1λ6-thiomorpholino)propan-2-yl)-carbamate